N6-(2-aminoethyl)-N4-[(3-chloro-4-methoxyphenyl)methyl]-1-methyl-1H-pyrazolo[3,4-d]pyrimidine-4,6-diamine NCCNC1=NC(=C2C(=N1)N(N=C2)C)NCC2=CC(=C(C=C2)OC)Cl